2,5-bis(methylhexadecenyl)-1,3,4-thiadiazole CC(=CCCCCCCCCCCCCCC)C=1SC(=NN1)C(=CCCCCCCCCCCCCCC)C